1-methoxyethyl-2-hydroxymethyl-5-(benzyloxy)-pyridin-4-one COC(C)C1C(=NC=C(C1=O)OCC1=CC=CC=C1)CO